C(CCCCCCCCCCCCCCCCCCC)[N+](C)(CCCCCCCCCCCCCCCCCCCC)[O-] di-eicosyl-methyl-amine oxide